ClC1=NC=C(C(=N1)Cl)C=1N=CN(C1)CC(F)(F)F 2,4-dichloro-5-(1-(2,2,2-trifluoroethyl)-1H-imidazol-4-yl)pyrimidine